FC(C1(CCOCC1)C(=O)N[C@@H](CCO)C(=O)O)(F)F N-(4-(trifluoromethyl)tetrahydro-2H-pyran-4-carbonyl)homoserine